(3S,4S) or (3R,4R)-4-(4-{6-chloro-2-[(1,5-dimethyl-1H-pyrazol-4-yl)amino]quinazolin-7-yl}piperidin-1-yl)-4-methyloxolan-3-ol ClC=1C=C2C=NC(=NC2=CC1C1CCN(CC1)[C@@]1([C@@H](COC1)O)C)NC=1C=NN(C1C)C |o1:17,18|